[Ge].[Si].[Sb] antimony silicon germanium